BrC1=C(C=C2C(N(C(NC2=C1)=O)C1=CN=CC2=CC=CC=C12)=O)C 7-bromo-3-(isoquinolin-4-yl)-6-methylquinazoline-2,4(1H,3H)-dione